C(#N)C=1C(=NSC1OC1CCNCC1)C 4-[(4-cyano-3-methyl-1,2-thiazol-5-yl)oxy]piperidin